COC1=NC(=NN2C1=C(C=C2)C=2C=CC1=C(N(N=N1)C)C2)NC2CC(C2)(C(=O)NC)C trans-3-((4-Methoxy-5-(1-methyl-1H-benzo[d][1,2,3]triazol-6-yl)pyrrolo[2,1-f][1,2,4]triazin-2-yl)amino)-N,1-dimethylcyclobutane-1-carboxamide